ClC1=CC(=C(C=C1)N1CC(CC1)N(C1=C(C=CC=C1)[N+](=O)[O-])C)F 1-(4-chloro-2-fluorophenyl)-N-methyl-N-(2-nitrophenyl)pyrrolidin-3-amine